C(#N)CC1(CN(C1)C1CCN(CC1)C(=O)NC1=C(C=C(C=C1)F)C(F)(F)F)N1N=CC(=C1)C=1C2=C(N=CN1)NC=C2 4-{3-(Cyanomethyl)-3-[4-(7H-pyrrolo[2,3-d]pyrimidin-4-yl)-1H-pyrazol-1-yl]azetidin-1-yl}-N-[4-fluoro-2-(trifluoro-methyl)phenyl]piperidine-1-carboxamide